BrC1=CC=C(O1)C(=O)N1C2CCC1C1=C(NC3=CC=C(C=C13)C)C2 (5-bromofuran-2-yl)(2-methyl-5,6,7,8,9,10-hexahydro-7,10-epiminocyclohepta[b]indol-11-yl)methanone